2-phenanthrenecarboxylic acid C1=C(C=CC=2C3=CC=CC=C3C=CC12)C(=O)O